Cl.NC(C(CC(=O)OCC)C(F)(F)F)C ethyl 4-amino-3-(trifluoromethyl)pentanoate hydrochloride salt